3-(Dimethylamino)propyl 2-(3,5-dichlorophenyl)benzo[d]oxazole-6-carboxylate ClC=1C=C(C=C(C1)Cl)C=1OC2=C(N1)C=CC(=C2)C(=O)OCCCN(C)C